(R)-N-(7-bromo-5-((1-(dimethylamino)propan-2-yl)oxy)quinazolin-4-yl)-5-fluorocinnolin-6-amine BrC1=CC(=C2C(=NC=NC2=C1)NC=1C(=C2C=CN=NC2=CC1)F)O[C@@H](CN(C)C)C